6-(4-Fluorophenyl)-8-methoxy-N-(2-(1-methylazetidin-3-yl)ethyl)quinazolin-4-amine FC1=CC=C(C=C1)C=1C=C2C(=NC=NC2=C(C1)OC)NCCC1CN(C1)C